N-(2-chloropyridin-3-yl)-4-difluoromethoxy-3-methoxybenzamide ClC1=NC=CC=C1NC(C1=CC(=C(C=C1)OC(F)F)OC)=O